4-(1-(isoquinolin-6-yl)-1H-benzo[d]imidazol-5-yl)-2-methyl-5,6,7,8-tetrahydro-2,6-naphthyridin-1(2H)-one C1=NC=CC2=CC(=CC=C12)N1C=NC2=C1C=CC(=C2)C2=CN(C(C=1CCNCC21)=O)C